3-(4-{2,7-diazaspiro[3.5]non-7-yl}-3-methyl-2-oxo-1,3-benzodiazol-1-yl)piperidine-2,6-dione C1NCC12CCN(CC2)C2=CC=CC=1N(C(N(C12)C)=O)C1C(NC(CC1)=O)=O